2-(3-isopropyl-2-(2-methylpyridin-4-yl)-1H-indol-5-yl)-5-(quinuclidin-3-yl)-1,3,4-oxadiazole C(C)(C)C1=C(NC2=CC=C(C=C12)C=1OC(=NN1)C1CN2CCC1CC2)C2=CC(=NC=C2)C